1-(4-chloro-2-pyridyl)-4-methyl-piperazine ClC1=CC(=NC=C1)N1CCN(CC1)C